N,N'-ethylenethiourea C1CNC(=S)N1